(trans)-2-hexanal CC(CCCC)=O